C(CCCCCCCCC\C=C\CCCCCC)(=O)C(CO)(O)CO monovaccenoylglycerol